N-ethyl-N,6-dimethyl-4-{5-[(methylsulfonyl)amino]-2-phenoxyphenyl}-7-oxo-6,7-dihydro-1H-pyrrolo[2,3-d]pyridazine-2-carboxamide C(C)N(C(=O)C1=CC2=C(C(N(N=C2C2=C(C=CC(=C2)NS(=O)(=O)C)OC2=CC=CC=C2)C)=O)N1)C